5-[(3R,5R)-3-(tert-Butoxycarbonylamino)-5-fluoro-1-piperidyl]pyrazolo[1,5-a]pyrimidine-3-carboxylic acid C(C)(C)(C)OC(=O)N[C@H]1CN(C[C@@H](C1)F)C1=NC=2N(C=C1)N=CC2C(=O)O